N1=CC(=CC=C1)C1=NSC(=N1)NC1=CC(=CC=C1)C(F)(F)F 3-(3-pyridinyl)-N-[3-(trifluoromethyl)phenyl]-1,2,4-thiadiazole-5-amine